BrC(C)C=1C(=C(C#N)C=CC1F)F 3-(1-bromoethyl)-2,4-difluorobenzonitrile